2-[6-amino-5-[8-[2-[4-(azepan-1-yl)but-1-ynyl]-4-pyridinyl]-3,8-diazabicyclo[3.2.1]oct-3-yl]pyridazin-3-yl]phenol NC1=C(C=C(N=N1)C1=C(C=CC=C1)O)N1CC2CCC(C1)N2C2=CC(=NC=C2)C#CCCN2CCCCCC2